C(C)OC1=CN=CC(=N1)N1C=NC(=C1)C(=O)N1[C@H](CCC1)C1=NC(=NC=C1)NS(=O)(=O)C1CC1 N-[4-[(2R)-1-[1-(6-ethoxypyrazin-2-yl)imidazole-4-carbonyl]pyrrolidin-2-yl]pyrimidin-2-yl]cyclopropanesulfonamide